CC=1C=CC=C2CCO[C@@H](C12)CN (S)-(8-methylisochroman-1-yl)methylamine